O=C1O[Ga]2OC(CN3CCN(CCN(CCN(C1)CC3)CC(=O)N)CC(O2)=O)=O (3,16,19-trioxo-2,17,18-trioxa-5,8,11,14-tetraaza-1-gallatricyclo[9.6.3.25,14]docos-8-yl)acetamide